OC(C1=CC=CC=C1)NCCNC(C1=CC=CC=C1)O N,N'-bis(hydroxybenzyl)ethylenediamine